(1-(2-(4-oxo-2-thioxo-2,3,4,5-tetrahydro-1H-pyrrolo[3,2-d]pyrimidin-1-yl)ethoxy)cyclopropyl)methylcarbamic acid tert-butyl ester C(C)(C)(C)OC(NCC1(CC1)OCCN1C(NC(C2=C1C=CN2)=O)=S)=O